O=C1NC(CCC1N1C(C2=CC=CC(=C2C1=O)NCCOCCNC(COC1=C(C=C(C=C1)C1=CC(=NC=2C3=C(NC(CC21)=O)C=CC=C3)C3=CC=CC=C3)OC)=O)=O)=O N-(2-(2-((2-(2,6-dioxopiperidin-3-yl)-1,3-dioxoisoindolin-4-yl)amino)ethoxy)ethyl)-2-(2-methoxy-4-(6-oxo-2-phenyl-6,7-dihydro-5H-benzo[b]pyrido[2,3-d]azepin-4-yl)phenoxy)acetamide